trans-rac-tert-butyl 4-(2-amino-6-cyanoquinazolin-7-yl)-3-fluoropiperidine-1-carboxylate NC1=NC2=CC(=C(C=C2C=N1)C#N)[C@H]1[C@@H](CN(CC1)C(=O)OC(C)(C)C)F |r|